C(C1=CC=CC=C1)C1(CC(=NO1)[C@H](CC(C)C)NC(=O)OC(C)(C)C)C(=O)OC Methyl 5-benzyl-3-((S)-1-((tert-butoxycarbonyl)amino)-3-methylbutyl)-4,5-dihydroisoxazole-5-carboxylate